tert-Butyl 6-(3-isopropylphenyl)-2-azaspiro[3.4]octane-2-carboxylate C(C)(C)C=1C=C(C=CC1)C1CC2(CN(C2)C(=O)OC(C)(C)C)CC1